OC(=O)CCCC[C@@H]1S(C[C@@H]2NC(=O)N[C@H]12)=O D-biotin S-oxide